FC1=C(C=CC(=N1)C(=O)NC)N1CCN(CC1)C(C)C1=CC=C2C=C(C(NC2=C1F)=O)C 6-fluoro-5-{4-[1-(8-fluoro-3-methyl-2-oxo-1H-quinolin-7-yl)ethyl]piperazin-1-yl}-N-methylpyridine-2-carboxamide